bis-(4-propylbenzylidene)propyl-sorbitol C(CC)C1=CC=C(C=C(CC=CC2=CC=C(C=C2)CCC)C(O)[C@H](O)[C@@H](O)[C@H](O)[C@H](O)CO)C=C1